tert-butyl N-[1-cyclopropyl-5-(trifluoromethyl)-1H-pyrazol-4-yl]carbamate C1(CC1)N1N=CC(=C1C(F)(F)F)NC(OC(C)(C)C)=O